1,3-di(dimethylamino)propan-2-ol CN(CC(CN(C)C)O)C